C(C)(C)C1=C(NC2=CC=C(C=C12)OC1CCN(CC1)C1COC1)C=1C(=C(C(N(C1)C)=O)C)C 5-(3-isopropyl-5-((1-(oxetan-3-yl)piperidin-4-yl)oxy)-1H-indol-2-yl)-1,3,4-trimethylpyridin-2(1H)-one